3-amino-N-(tert-butyl)benzenesulphonamide NC=1C=C(C=CC1)S(=O)(=O)NC(C)(C)C